1-bromo-4-(methoxymethoxy)benzene BrC1=CC=C(C=C1)OCOC